F[P-](F)(F)(F)(F)F.C1(=CC=CC=C1)[PH+](C1=CC=C(C=C1)SC1=CC=CC=C1)C1=CC=CC=C1 diphenyl-(4-(phenylthio)phenyl)phosphonium hexafluorophosphate